O=C1NC(CCC1N1C(C2=CC=CC(=C2C1=O)N1CCN(CC1)C)=O)=O 2-(2,6-dioxopiperidine-3-yl)-4-(4-methylpiperazine-1-yl)isoindole-1,3-dione